CN1N=CC(=C1)C=1N=C2N(N=CC=C2N2CC3CCC(C2)N3C3CC(C3)C#N)C1 3-(3-(2-(1-methyl-1H-pyrazol-4-yl)imidazo[1,2-b]pyridazin-8-yl)-3,8-diazabicyclo[3.2.1]octan-8-yl)cyclobutane-1-carbonitrile